N-{5-[(3-hydroxy-4-toluoylamino)methyl]-1-indanyl}-8-thiabicyclo[3.2.1]octane-3-carboxamide OC=1C=C(C=CC1C(=O)NCC=1C=C2CCC(C2=CC1)NC(=O)C1CC2CCC(C1)S2)C